N1CCN=CC2=C1C=CC=C2 1,3-dihydro-2H-benzo[e][1,4]diazepin